ethyl {2-[(aminoacetyl)(methyl)amino]ethyl}methylcarbamate NCC(=O)N(CCN(C(OCC)=O)C)C